1-amino-2,3-dihydro-1H-indene-5-carbonitrile hydrochloride Cl.NC1CCC2=CC(=CC=C12)C#N